2-(((2-methoxyphenyl)amino)methyl)quinolin-4(1H)-one COC1=C(C=CC=C1)NCC=1NC2=CC=CC=C2C(C1)=O